C1(CC1)C1=C(C(=NO1)C1=C(C=CC=C1Cl)Cl)/C=C/C1(CCN(CC1)C=1SC2=C(N1)C(=CC(=C2)C(=O)O)F)C (E)-2-(4-(2-(5-cyclopropyl-3-(2,6-dichlorophenyl)isoxazol-4-yl)vinyl)-4-methylpiperidin-1-yl)-4-fluorobenzo[d]thiazole-6-carboxylic acid